CC1(OC2=CC(=CC=C2C=C1)CN)C (2,2-dimethyl-2H-chromen-7-yl)methan-amine